C(C)(=O)NC1=CC=C(C=C1)NC(CN1CCN(CC1)CC1=CN=C(S1)NC(C)=O)=O N-(4-acetamidophenyl)-2-(4-((2-acetamidothiazol-5-yl)methyl)piperazin-1-yl)acetamide